phenyl-oleic acid mercury [Hg].C1(=CC=CC=C1)C(C(=O)O)CCCCCC\C=C/CCCCCCCC